COC=1C(=CC(=C(C1)N1CCC(CC1)N1CCC(CC1)CO)C=1C=NN(C1)C)[N+](=O)[O-] (1'-(5-methoxy-2-(1-methyl-1H-pyrazol-4-yl)-4-nitrophenyl)-[1,4'-bipiperidine]-4-yl)methanol